4-acryloxy-4'-bromobenzophenone C(C=C)(=O)OC1=CC=C(C(=O)C2=CC=C(C=C2)Br)C=C1